2-(4-(aminomethyl)-4-methylpiperidin-1-yl)-5-(2,3-dichlorophenoxy)pyrimidin-4(3H)-one NCC1(CCN(CC1)C1=NC=C(C(N1)=O)OC1=C(C(=CC=C1)Cl)Cl)C